C1(=CC=CC=C1)N1C(=CC2=CC=CC=C12)P(C(C)(C)C)C(C)(C)C N-Phenyl-2-(di-tert-butylphosphino)indol